[Na].C(C(C)C)C1=CC=CC2=CC=CC=C12 isobutyl-naphthalene sodium